F[B-](F)(F)F.CC(C)(C)P(C)C(C)(C)C Bis(1,1-dimethylethyl)(methyl)phosphine tetrafluoroborate